OC1=C(N=C(N(C1=O)C)C1CN(CCC1)S(=O)(=O)C)C(=O)NC=1C=NOC1 5-hydroxy-N-(isoxazol-4-yl)-1-methyl-2-(1-(methylsulfonyl)piperidin-3-yl)-6-oxo-1,6-dihydropyrimidine-4-carboxamide